NC1C(C=2C=NN(C2CC1)C1=C(C=C(C#N)C=C1)OC1=NC(=NC(=C1)C1=CC=CC=C1)C)O 4-(5-amino-4-hydroxy-4,5,6,7-tetrahydroindazol-1-yl)-3-(2-methyl-6-phenylpyrimidin-4-yl)oxybenzonitrile